1-(2-aminoethyl)-3-(2-thienyl)-1,2-dihydro-quinoxaline-2-one hydrochloride Cl.NCCN1C(C(=NC2=CC=CC=C12)C=1SC=CC1)=O